NC1=NC=NN2C1=C(C=C2C=2CN(CC2)S(=O)(=O)C)N2CCCCC2 1-(4-amino-7-(1-(methylsulfonyl)-2,5-dihydro-1H-pyrrol-3-yl)pyrrolo[2,1-f][1,2,4]triazin-5-yl)piperidin